NC1=C(C=C(C=N1)C=1C=NC=CC1)OC=1C=C(C=CC1)NC(=O)NC1=CC=C(C=C1)S(=O)(=O)C 1-(3-((6-amino-[3,3'-bipyridin]-5-yl)oxy)phenyl)-3-(4-(methylsulfonyl)phenyl)urea